N-(3-bromo-5-fluoro-phenyl)-5-fluoro-2-hydrazino-N-methyl-pyrido[3,4-d]pyrimidin-4-amine BrC=1C=C(C=C(C1)F)N(C=1C2=C(N=C(N1)NN)C=NC=C2F)C